[C@@H]1([C@H](O)[C@H](O)[C@@H](C(O)=O)O1)N1C=NC=2C(=O)NC(N)=NC12 guanosineOne